C(CCCCCCCCCCC)(=O)OC(C(COC(CCCCCCCCCCC)=O)OC(CCCCCCCCCCC)=O)C1OCC(O1)CCN(C)C 1-(4-(2-(dimethylamino)ethyl)-1,3-dioxolan-2-yl)propane-1,2,3-triyl tridodecanoate